C(C1=CC=CC=C1)N1CCC(CC1)CNC(C1=CC(=CC=C1)\C=C\C(=O)NO)=O (E)-N-((1-Benzylpiperidin-4-yl)methyl)-3-(3-(hydroxyamino)-3-oxoprop-1-en-1-yl)benzamide